COC1=CC=C(C=C1)C1C(=C(N=C2N1C(CS2)=O)C)C(=O)OC(C)C isopropyl 5-(4-methoxyphenyl)-7-methyl-3-oxo-2,3-dihydro-5H-thiazolo[3,2-a]pyrimidine-6-carboxylate